N-(5-((2-amino-3-chloropyridin-4-yl)oxy)pyridin-2-yl)-1-cyclopropyl-5-(4-fluorophenyl)-4-oxo-1,4-dihydropyridazine-3-carboxamide NC1=NC=CC(=C1Cl)OC=1C=CC(=NC1)NC(=O)C1=NN(C=C(C1=O)C1=CC=C(C=C1)F)C1CC1